C(C)(C)(C)OC(=O)N[C@@H]1CN(CCC1)C=1C=C(C(=O)OC)C=CC1NC(=O)C=1NC(=C(C1Cl)Cl)C methyl (S)-3-(3-((tert-butoxycarbonyl)amino)piperidin-1-yl)-4-(3,4-dichloro-5-methyl-1H-pyrrole-2-carboxamido)benzoate